3,5-dichlorophenyl 3-deoxy-3-[4-(2-thiazolyl)-1H-1,2,3-triazol-1-yl]-1-thio-alpha-D-galactopyranoside S1C(=NC=C1)C=1N=NN(C1)[C@@H]1[C@H]([C@@H](SC2=CC(=CC(=C2)Cl)Cl)O[C@@H]([C@@H]1O)CO)O